((3bR,4aR)-1-(2-(4-(2,3-Dimethylphenyl)piperazin-1-yl)ethyl)-3b,4,4a,5-tetrahydro-1H-cyclopropa[3,4]cyclopenta[1,2-c]pyrazol-3-yl)(4-hydroxypiperidin-1-yl)methanon CC1=C(C=CC=C1C)N1CCN(CC1)CCN1N=C(C2=C1C[C@@H]1[C@H]2C1)C(=O)N1CCC(CC1)O